2-((((((3,5-dimethylisoxazol-4-yl)methyl)amino)methyl)phenoxy)methyl)nicotinonitrile CC1=NOC(=C1CNCC1=C(OCC2=C(C#N)C=CC=N2)C=CC=C1)C